COC1=CC=C(C=C1)C=1C(C=2C(=C3CC=4C(CC(CC4OC3=CC2)(C)C)=O)OC1)=O 3-(4-Methoxyphenyl)-9,9-dimethyl-8,9,10,12-tetrahydro-4H,11H-pyrano[2,3-a]xanthene-4,11-dione